C(C)C1N(CCCC1)C(=O)C1=NN(C(=C1)C1=CC(=NC=C1F)OC)COCC[Si](C)(C)C 2-ethyl-1-[5-(5-fluoro-2-methoxypyridin-4-yl)-1-[[2-(trimethylsilyl)ethoxy]methyl]pyrazole-3-carbonyl]piperidine